2-isoprenyl-3-methoxy-4-[3-oxo-3-(4-hydroxyphenyl)prop-1-enyl]phenolate C(=CC(C)=C)C1=C(C=CC(=C1OC)C=CC(C1=CC=C(C=C1)O)=O)[O-]